6-Benzyl-2-methyl-5,6,7,8-tetrahydro-2,6-naphthyridin-1(2H)-one C(C1=CC=CC=C1)N1CC=2C=CN(C(C2CC1)=O)C